(Oxan-4-yl)methyl methanesulfonate CS(=O)(=O)OCC1CCOCC1